N-(4-((2-amino-3-(morpholinomethyl)pyridin-4-yl)oxy)-3-fluorophenyl)-1-(3-chloropyridin-2-yl)-5-(Trifluoromethyl)-1H-pyrazole-4-carboxamide NC1=NC=CC(=C1CN1CCOCC1)OC1=C(C=C(C=C1)NC(=O)C=1C=NN(C1C(F)(F)F)C1=NC=CC=C1Cl)F